6-((5-(3-(5-(tert-butyl)oxazol-2-yl)cyclopentyl)-1H-pyrazol-3-yl)amino)-5-fluoro-3,4-dihydro-1H-benzo[c][1,2]thiazine 2,2-dioxide C(C)(C)(C)C1=CN=C(O1)C1CC(CC1)C1=CC(=NN1)NC1=C(C2=C(NS(CC2)(=O)=O)C=C1)F